R-2-ethyl methylbutyrate C[C@@H](C(=O)OCC)CC